4-(6-chloro-8-fluoro-2-(4-methyloctahydro-1H-pyrrolo[3,2-b]pyridin-1-yl)-4-(piperazin-1-yl)quinazolin-7-yl)benzo[d]thiazol-2-amine ClC=1C=C2C(=NC(=NC2=C(C1C1=CC=CC2=C1N=C(S2)N)F)N2CCC1N(CCCC12)C)N1CCNCC1